ClC=1C=C2C(=NC(N(C2=CC1C1CC1)C1=C(C=CC=C1)Cl)=O)NC[C@H](C)O (S)-6-chloro-1-(2-chlorophenyl)-7-cyclopropyl-4-((2-hydroxypropyl)-amino)-quinazolin-2(1H)-one